OC=1C=C(C=O)C=C(C1OC)OC 3-hydroxy-4,5-dimethoxybenzaldehyde